3-[1-(2,6-dioxopiperidin-3-yl)-3-methyl-2-oxo-2,3-dihydro-1H-benzimidazol-5-yl]propanal O=C1NC(CCC1N1C(N(C2=C1C=CC(=C2)CCC=O)C)=O)=O